(2-Chloro-4-fluoro-phenyl)-[8-[5-(2,2-dimethylpropylsulfonyl)-2-(methoxymethoxy)-3-methyl-phenyl]-3,8-diazabicyclo[3.2.1]octane-3-yl]methanone ClC1=C(C=CC(=C1)F)C(=O)N1CC2CCC(C1)N2C2=C(C(=CC(=C2)S(=O)(=O)CC(C)(C)C)C)OCOC